BrC=1C(N(C2=NC=CC(=C2C1)Cl)C)=O 3-bromo-5-chloro-1-methyl-1,8-naphthyridin-2(1H)-one